FC1(CNCCC12COC1=C2C=CC(=C1C=O)C(=O)O)F 3',3'-difluoro-7-formyl-2H-spiro[benzofuran-3,4'-piperidine]-6-carboxylic acid